N-(3-methylbutyl)-3-({4-[(E)-2-(pyridin-3-yl)vinyl]phenyl}amino)benzene-1-sulfonamide CC(CCNS(=O)(=O)C1=CC(=CC=C1)NC1=CC=C(C=C1)\C=C\C=1C=NC=CC1)C